6-(3-((tert-Butyldimethylsilyl)oxy)propyl)-5-chloro-1-methyl-7-(4,4,5,5-tetramethyl-1,3,2-dioxaborolan-2-yl)-1H-indazole [Si](C)(C)(C(C)(C)C)OCCCC1=C(C=C2C=NN(C2=C1B1OC(C(O1)(C)C)(C)C)C)Cl